bicyclo[2.2.2]oct-7-ene-2,3,5,6-Tetracarboxylic dianhydride C1=CC2C3C(C1C4C2C(=O)OC4=O)C(=O)OC3=O